2-{[(2r,7as)-2-fluoro-hexahydro-1H-pyrrolizin-7a-yl]methoxy}-6-chloro-7-[8-ethyl-3-(methoxymethoxy)naphthalen-1-yl]-8-fluoro-3,4-dihydroquinazolin-4-one F[C@@H]1C[C@@]2(CCCN2C1)COC1=NC2=C(C(=C(C=C2C(N1)=O)Cl)C1=CC(=CC2=CC=CC(=C12)CC)OCOC)F